N1CCC2=C(C=CC=C12)N1CCC(CC1)CCO 2-(1-indolin-4-yl-4-piperidinyl)ethanol